COC1=C(C=CC(=C1)NS(=O)(=O)C)N1N=C(C=2C=NC(=CC21)C=2C=NN1C2N=CC=C1)C(=O)NCCN1CCOCC1 1-(2-methoxy-4-(methylsulfonylamino)phenyl)-N-(2-morpholinoethyl)-6-(pyrazolo[1,5-a]pyrimidin-3-yl)-1H-pyrazolo[4,3-c]pyridine-3-carboxamide